N-(4-(2-(methylthio)-4-(3-(3-(3-(trifluoromethyl)phenyl)ureido)phenyl)-1H-imidazol-5-yl)pyridin-2-yl)acetamide CSC=1NC(=C(N1)C1=CC(=CC=C1)NC(=O)NC1=CC(=CC=C1)C(F)(F)F)C1=CC(=NC=C1)NC(C)=O